1-phenyl-4-penten-1-one C1(=CC=CC=C1)C(CCC=C)=O